C1(=CC(=CC=C1)C1=C(C(=NC(=C1C#N)Cl)N)C#N)C1=CC=CC=C1 4-([1,1'-biphenyl]-3-yl)-2-amino-6-chloropyridine-3,5-dinitrile